OC=1C=C2C=CC(=CC2=CC1)C(C1=CC=CC=C1)(C1=CC=CC=C1)C1=CC2=CC=C(C=C2C=C1)O bis-(6-hydroxy-2-naphthyl)-diphenyl-methane